CN(C(CCC(=O)O)=O)C1C[C@@H]2[C@H]([C@H]([C@H](C1)[N+]2(C)C)OC(C)=O)OC(C2=CC=C(C=C2)OC)(C2=CC=C(C=C2)OC)C2=CC=C(C=C2)OC |o1:11,12,13,14| N-methyl-N-[(rel-(1R,3-endo,5S,6S,7R)-7-(tris(4-methoxyphenyl)methoxy)-6-acetoxy-8,8-dimethyl-8-azoniabicyclo[3.2.1]octane-3-yl)]succinamic acid